CNS(=O)(=O)C1=CC(=C(C=C1)OC1=CC=C(C=C1)C(F)(F)F)C=1N=C2OC(CN2C1)C N-methyl-3-(2-methyl-2,3-dihydroimidazo[2,1-b]oxazol-6-yl)-4-(4-(trifluoromethyl)phenoxy)benzenesulfonamide